(4aR,8aS)-6-[6-[[1-methyl-3-(trifluoromethyl)pyrazolo[3,4-b]pyridin-6-yl]methyl]-2-azaspiro[3.3]heptane-2-carbonyl]-4,4a,5,7,8,8a-hexahydropyrido[4,3-b][1,4]oxazin-3-one CN1N=C(C=2C1=NC(=CC2)CC2CC1(CN(C1)C(=O)N1C[C@@H]3[C@@H](OCC(N3)=O)CC1)C2)C(F)(F)F